(R)-1-(7-(1-(4-chlorobenzyl)piperidin-3-yl)-2-methylpyrazolo[1,5-a]pyrimidin-3-yl)-N,N-dimethylmethylamine ClC1=CC=C(CN2C[C@@H](CCC2)C2=CC=NC=3N2N=C(C3CN(C)C)C)C=C1